1-((5-bromopyridin-2-yl)methyl)-4-cyclopentylpiperazine-2,3-dione BrC=1C=CC(=NC1)CN1C(C(N(CC1)C1CCCC1)=O)=O